2,4-dichloro-5-((2,2,2-trifluoroethyl)sulfinyl)aniline ClC1=C(N)C=C(C(=C1)Cl)S(=O)CC(F)(F)F